4-amino-3-bromo-1-cyanonaphthalene NC1=C(C=C(C2=CC=CC=C12)C#N)Br